CC1=CC2=C(C[Se](C2)=O)C=C1 5-methyl-1,3-dihydrobenzo[c]selenophene-2-oxide